N-(4-hydroxy-3-(2-methylphenyl-azo)phenethyl)methacrylamide MethylAcrylate COC(C=C)=O.OC1=C(C=C(CCNC(C(=C)C)=O)C=C1)N=NC1=C(C=CC=C1)C